ClC1=NC=C(C(=N1)C1=CC2=C(N=CC=3CCN(CC23)C(=O)OC(C)(C)C)C(=C1)F)Cl tert-butyl 9-(2,5-dichloropyrimidin-4-yl)-7-fluoro-3,4-dihydrobenzo[c][2,6]naphthyridine-2(1H)-carboxylate